O1CCN(CC1)CCN1C(CNCC1)=O 1-(2-morpholinoethyl)piperazin-2-one